2-((S)-2-acetamido-3-(1H-indol-3-yl)propanamido)-6-diazo-5-oxo-N-(4-(trifluoromethyl)phenyl)hexanamide C(C)(=O)N[C@H](C(=O)NC(C(=O)NC1=CC=C(C=C1)C(F)(F)F)CCC(C=[N+]=[N-])=O)CC1=CNC2=CC=CC=C12